C(C)C1=CC2=C(CCO[C@@]23C[C@H](NCC3)C)S1 (2'R,4S)-2-ethyl-2'-methyl-spiro[6,7-dihydrothieno[3,2-c]pyran-4,4'-piperidine]